C(C)(=O)C=1C=C(C=C2C(NC(=NC12)C1CCOCC1)=O)F 8-acetyl-6-fluoro-2-(tetrahydro-2H-pyran-4-yl)quinazolin-4(3H)-one